C(=O)(O)C1=CC=C(C=C1)C(=C(C1=CC=C(C=C1)C(=O)O)C1=CC=C(C=C1)C(=O)O)C1=CC=C(C=C1)C(=O)O 1,1,2,2-tetra(4-carboxylphenyl)ethylene